octyl mercaptopropionate SC(C(=O)OCCCCCCCC)C